N-(biphenyl-2-ylmethyl)-2-cyclohexylethanamine hydrochloride Cl.C1(=C(C=CC=C1)CNCCC1CCCCC1)C1=CC=CC=C1